C(CCC)N(C1CC(N(C(C1)(C)C)C)(C)C)C1=NC(=NC(=N1)N(CCCC)C1CC(N(C(C1)(C)C)C)(C)C)NCCCN(CCN(CCCNC1=NC(=NC(=N1)N(CCCC)C1CC(N(C(C1)(C)C)C)(C)C)N(CCCC)C1CC(N(C(C1)(C)C)C)(C)C)C1=NC(=NC(=N1)N(CCCC)C1CC(N(C(C1)(C)C)C)(C)C)N(CCCC)C1CC(N(C(C1)(C)C)C)(C)C)C1=NC(=NC(=N1)N(CCCC)C1CC(N(C(C1)(C)C)C)(C)C)N(CCCC)C1CC(N(C(C1)(C)C)C)(C)C 1,5,8,12-tetrakis[2,4-bis(N-butyl-N-(1,2,2,6,6-pentamethyl-4-piperidinyl)amino)-s-triazin-6-yl]-1,5,8,12-tetraazadodecane